1-(tert-butyl)-4-vinyl-benzene-3-d C(C)(C)(C)C1=CC(=C(C=C1)C=C)[2H]